N-(2-chloro-3-((3,5-dimethyl-4-oxo-3,4-dihydroquinazolin-6-yl)amino)-4-fluorophenyl)-3-Methylazetidine-1-sulfonamide trifluoroacetate salt FC(C(=O)O)(F)F.ClC1=C(C=CC(=C1NC=1C(=C2C(N(C=NC2=CC1)C)=O)C)F)NS(=O)(=O)N1CC(C1)C